4-(naphthalen-2-yl)Phenyl-boronic acid C1=C(C=CC2=CC=CC=C12)C1=CC=C(C=C1)B(O)O